C(C=C)(=O)N1CC(CC1)CNC1=NC=NC(=C1C1=CC=C(C(=O)NC2=CC=CC=C2)C=C1)N 4-(4-(((1-acryloylpyrrolidin-3-yl)methyl)amino)-6-aminopyrimidin-5-yl)-N-phenylbenzamide